ClC=1C(=NC(=C(C1)B1OC(C(O1)(C)C)(C)C)C)C(CO)(C)C 2-[3-chloro-6-methyl-5-(4,4,5,5-tetramethyl-1,3,2-dioxaborolan-2-yl)-2-pyridyl]-2-methyl-propan-1-ol